1-[5-methyl-1-[4-(trifluoromethyl)cyclohexyl]pyrazol-3-yl]piperazine CC1=CC(=NN1C1CCC(CC1)C(F)(F)F)N1CCNCC1